isopropyl 3-(3-acrylamido-4-methylphenyl)-2-(4-(2-hydroxyethyl)phenyl)-1H-pyrrolo[2,3-b]pyridine-5-carboxylate C(C=C)(=O)NC=1C=C(C=CC1C)C1=C(NC2=NC=C(C=C21)C(=O)OC(C)C)C2=CC=C(C=C2)CCO